C([C@@H]1[C@H]([C@@H]([C@H](C(O1)O)O)O)O[C@H]2[C@@H]([C@H]([C@@H]([C@H](O2)COP(=O)(O)O)O)O)O)O The molecule is a disaccharide phosphate consisting of cellobiose having a monophosphate group at the 6'-position. It derives from a cellobiose. It is a conjugate acid of a 6-phosphonato-beta-D-glucosyl-(1->4)-D-glucose(2-).